4-(3-methyl-1H-pyrazol-4-yl)-2-(methylsulfanyl)pyrimidine-5-carbonitrile CC1=NNC=C1C1=NC(=NC=C1C#N)SC